3-(2-(N-(4-methoxybenzyl)sulfamoyl)vinyl)azetidine-1-carboxylate COC1=CC=C(CNS(=O)(=O)C=CC2CN(C2)C(=O)[O-])C=C1